2-(4-methylpyridin-2-yl)propan-2-ol CC1=CC(=NC=C1)C(C)(C)O